1-(tert-butyl)-5-((4-cyanophenyl)amino)-3-(4-(ethylsulfonamido)phenyl)-1H-pyrazole-4-carboxamide C(C)(C)(C)N1N=C(C(=C1NC1=CC=C(C=C1)C#N)C(=O)N)C1=CC=C(C=C1)NS(=O)(=O)CC